S1C2=C(C=C1C=1C=C3CC(C(C3=CC1)NC(O[C@@H]1CN3CCC1CC3)=O)(C)C)C=CC=C2 (S)-quinuclidin-3-yl (5-(benzo[b]thiophen-2-yl)-2,2-dimethyl-2,3-dihydro-1H-inden-1-yl)carbamat